FC=1C=C(C(=NC1)C)C[C@@H]1CC[C@H](CC1)C(=O)O trans-4-[(5-fluoro-2-methyl-pyridyl)methyl]cyclohexanecarboxylic acid